C(CCC)[C@H]1OC(=O)C2=CC=CC=C12 |r| Racemic-Butylphthalide